FC1(CCC(CC1)OC1=C(C(=O)O)C(=CC=C1)O)F 2-((4,4-difluorocyclohexyl)oxy)-6-hydroxybenzoic acid